NC1=C2CCCC2=CC=C1C1=CC(=NC=C1)OC1CC(CC1)CN1N=C(C=C1)S(=O)(=O)N(CC1=CC=C(C=C1)OC)CC1=CC=C(C=C1)OC 1-((3-((4-(4-amino-2,3-dihydro-1H-inden-5-yl)pyridin-2-yl)oxy)cyclopentyl)-methyl)-N,N-bis(4-methoxybenzyl)-1H-pyrazole-3-sulfonamide